5-hydroxy-1-methyl-2-(3-(4-methylpiperazin-1-yl)-3-oxopropyl)-1H-benzo[d]Imidazole-4-carbaldehyde OC1=C(C2=C(N(C(=N2)CCC(=O)N2CCN(CC2)C)C)C=C1)C=O